FC1=C(C(=CC=C1)C)N1CCC(CC1)N1C(N(C=2C(C1)=NN(C2)COCC[Si](C)(C)C)CC2=NC=CC=C2C(F)(F)F)=O 6-[1-(2-Fluoro-6-methyl-phenyl)-piperidin-4-yl]-4-(3-trifluoromethyl-pyridin-2-ylmethyl)-2-(2-trimethylsilanyl-ethoxymethyl)-2,4,6,7-tetrahydro-pyrazolo[4,3-d]pyrimidin-5-on